2-[(methylsulfonyloxy)methyl]-3-methylcyclopropane CS(=O)(=O)OCC1CC1C